6-(diethylamino)-1-ethyl-2-methylbenzo[cd]indol-1-ium C(C)N(C=1C=2C3=C(C(=[N+](C3=CC1)CC)C)C=CC2)CC